Benzyl (4R)-4-(acetyloxy)-1-{[1-(4-methoxyphenyl)cyclopentyl]carbonyl}-D-prolinate C(C)(=O)O[C@@H]1C[C@@H](N(C1)C(=O)C1(CCCC1)C1=CC=C(C=C1)OC)C(=O)OCC1=CC=CC=C1